3-(3-(((1S,3S)-1-Amino-3-ethylcyclohexyl)methoxy)-4-cyano-5-(methylthio)phenyl)imidazo[1,2-a]pyridine-5-carbonitrile N[C@@]1(C[C@H](CCC1)CC)COC=1C=C(C=C(C1C#N)SC)C1=CN=C2N1C(=CC=C2)C#N